5-(4-((5-cyclopropyl-3-(2,6-dichlorophenyl)isoxazol-4-yl)methoxy)piperidin-1-yl)pyrimidine-2-carbonitrile C1(CC1)C1=C(C(=NO1)C1=C(C=CC=C1Cl)Cl)COC1CCN(CC1)C=1C=NC(=NC1)C#N